acryl-sarcosine amide C(=O)(C=C)N(C)CC(=O)N